2-chloro-n-[4-(6-methyl-1,3-benzothiazol-2-yl)phenyl]acetamide CC1=CC2=C(C=C1)N=C(S2)C3=CC=C(C=C3)NC(=O)CCl